CC=1N=C2N(N=C(C=C2C)NC(=O)C2=CC=C(C=3C=C(OC32)C)N3CCNCC3)C1 N-[2,8-dimethylimidazo[1,2-b]pyridazin-6-yl]-2-methyl-4-(piperazin-1-yl)-1-benzofuran-7-carboxamide